CC1(CC(C1)NC=1N=CC2=C(N1)NC=C2C=2C=C1N=CC=NC1=CC2)C(=O)N2CCCC2 ((1r,3r)-1-methyl-3-((5-(quinoxalin-6-yl)-7H-pyrrolo[2,3-d]pyrimidin-2-yl)amino)cyclobutyl)(pyrrolidin-1-yl)methanone